6'-(((1S,3S)-3-((6-Hydroxy-1-(4-methoxybenzyl)-1H-imidazo[4,5-b]pyridin-2-yl)amino)cyclopentyl)amino)-2H-[1,3'-bipyridin]-2-one OC=1C=C2C(=NC1)N=C(N2CC2=CC=C(C=C2)OC)N[C@@H]2C[C@H](CC2)NC2=CC=C(C=N2)N2C(C=CC=C2)=O